C(CC)C=1C=CC=2N(C1)N=CC2N2CCN(CC2)C(=O)OC(C)(C)C tert-butyl 4-(6-propylpyrazolo[1,5-a]pyridin-3-yl)piperazine-1-carboxylate